(5-(((S)-4-ethylmorpholin-3-yl)methoxy)-1-oxoisoindolin-2-yl)piperidine-2,6-dione C(C)N1[C@@H](COCC1)COC=1C=C2CN(C(C2=CC1)=O)N1C(CCCC1=O)=O